C1(CCCCC1)C(C(=O)NC1CCCCC1)N1C(=NC2=C1C=CC=C2)C2=C(C=CC=C2F)F 2,N-dicyclohexyl-2-[2-(2,6-difluoro-phenyl)-benzimidazol-1-yl]-acetamide